6-Azido-L-Lysin N(=[N+]=[N-])C(CCC[C@H](N)C(=O)O)N